OC(C(=O)O)(C)C1=CC=C(C=C1)C(F)(F)F Hydroxy-2-(4-(trifluoromethyl)phenyl)propionic acid